2,2-dimethylpropyl hydrogen sulfate S(=O)(=O)(OCC(C)(C)C)O